tert-Butyl 6-(4-(((2-(2,6-dioxopiperidin-3-yl)-1,3-dioxoisoindolin-4-yl)amino)methyl)-1H-pyrazol-1-yl)-2-azaspiro[3.3]heptane-2-carboxylate O=C1NC(CCC1N1C(C2=CC=CC(=C2C1=O)NCC=1C=NN(C1)C1CC2(CN(C2)C(=O)OC(C)(C)C)C1)=O)=O